O=C1NC(CCC1N1C(C2=CC(=C(C=C2C1=O)N1CCC(CC1)CCCS(=O)(=O)O)F)=O)=O.ClC1=NC=C(C(=N1)C=1C=NN(C1)C)Cl 2,5-dichloro-4-(1-methyl-1H-pyrazol-4-yl)pyrimidine 2-(1-(2-(2,6-dioxopiperidin-3-yl)-6-fluoro-1,3-dioxoisoindolin-5-yl)piperidin-4-yl)ethylmethanesulfonate